CC=1C=C(N=NC1N1CC=2C=C(C=NC2CC1)C1=CN=C(S1)C)C#N 5-methyl-6-(3-(2-methylthiazol-5-yl)-7,8-dihydro-1,6-naphthyridin-6(5H)-yl)pyridazine-3-carbonitrile